BrC1=CC=CC2=C1CN(S2(=O)=O)C2CC2 4-bromo-2-cyclopropyl-2,3-dihydrobenzo[d]isothiazole 1,1-dioxide